C[NH+](C)C[B-](F)(F)F.N1N=NC=C1 triazole N,N-dimethyl-ammoniomethyl-trifluoroborate